Cl.[Cl-].CC=1[N+](=CSC1CCO)CC=1C(=NC(=NC1)C)N 4-methyl-3-[(2-methyl-4-amino-5-pyrimidinyl)methyl]-5-(2-hydroxyethyl)thiazolium chloride hydrochloride